C(CCC)C(C(=O)[O-])(C(=O)[O-])CC1=CC(=C(C(=C1)C(C)(C)C)O)C(C)(C)C n-butyl-3,5-di-tert-butyl-4-hydroxybenzylmalonate